Methyl 4-Bromo-2,6-Dimethoxybenzoate BrC1=CC(=C(C(=O)OC)C(=C1)OC)OC